C(C)OC(=O)C1C(C1)C=1OC2=C(C=C(C=C2C(C1C)=O)C)[C@@H](C)OC=1C(=NC(=CC1)Cl)SCC1=CC=CC=C1.COC1=CC=C(C=C1)C=1C2=CC=CC=C2C(=C2C=CC=CC12)C1=CC=C(C=C1)OC 9,10-bis(4-methoxyphenyl)anthracene ethyl-2-[8-[(1R)-1-[(2-Benzylsulfanyl-6-chloro-3-pyridyl)oxy]ethyl]-3,6-dimethyl-4-oxo-chromen-2-yl]cyclopropanecarboxylate